2-isobutyl-2,7-diazaspiro[3.5]nonane-1,6-dione C(C(C)C)N1C(C2(C1)CC(NCC2)=O)=O